2-(tert-butoxycarbonyl)-N6-(4-(((3R,4R)-1-(2-cyanoacetyl)-4-methylpiperidin-3-yl)(methyl)amino)-7H-pyrrolo[2,3-d]Pyrimidine-7-carbonyl)lysine C(C)(C)(C)OC(=O)[C@](N)(CCCCNC(=O)N1C=CC2=C1N=CN=C2N(C)[C@H]2CN(CC[C@H]2C)C(CC#N)=O)C(=O)O